4-((2R,3S,4S,5R)-3-(3-fluoro-4-hydroxy-2-methoxyphenyl)-4,5-dimethyl-5-(trifluoromethyl)tetrahydrofuran-2-carboxamido)pyridineamide FC=1C(=C(C=CC1O)[C@H]1[C@@H](O[C@]([C@H]1C)(C(F)(F)F)C)C(=O)NC1=CC(=NC=C1)C(=O)N)OC